ClC=1C=C(C=NC1)C1=NC(=C2N=CN(C2=N1)[C@H]1[C@@H]([C@@H]([C@H](O1)C(=O)NC([2H])([2H])[2H])O)O)NCC1=CC(=CC=C1)I (2S,3S,4R,5R)-5-(2-(5-chloropyridin-3-yl)-6-((3-iodobenzyl)amino)-9H-purin-9-yl)-3,4-dihydroxyl-N-(methyl-d3)tetrahydrofuran-2-carboxamide